Methyl cyclopropanecarboxylate C1(CC1)C(=O)OC